C[C@@H]1COC[C@H](N1C[C@@H]1N(C[C@H](NC1)C)CC(=O)N1C2=C(OC[C@@H]1C)N=C(C(=C2)CC2=CC=C(C=C2)F)C(=O)NC)C (S)-1-(2-((2R,5R)-2-(((3R,5R)-3,5-dimethylmorpholino)methyl)-5-methylpiperazin-1-yl)acetyl)-7-(4-fluorobenzyl)-N,2-dimethyl-2,3-dihydro-1H-pyrido[2,3-b][1,4]oxazine-6-carboxamide